dibutyl-ortho-xylene C(CCC)C=1C(=C(C(=CC1)C)C)CCCC